(3S)-3-[{6-cyclopropyl-2-(ethylsulfanyl)-7-[6-fluoro-5-methyl-2-(triphenylmethyl)-2H-indazol-4-yl]-8-[(1S)-1-phenylethoxy]quinolin-4-yl}oxy]pyrrolidine-1-carboxylate C1(CC1)C=1C=C2C(=CC(=NC2=C(C1C=1C2=CN(N=C2C=C(C1C)F)C(C1=CC=CC=C1)(C1=CC=CC=C1)C1=CC=CC=C1)O[C@@H](C)C1=CC=CC=C1)SCC)O[C@@H]1CN(CC1)C(=O)[O-]